1-[4-(2,3-Dimethylphenyl)piperidin-1-yl]-2-{(3bR,4aR)-3-[(3R,4S)-3-fluoro-4-hydroxypiperidin-1-carbonyl]-3b,4,4a,5-tetrahydro-1H-cyclopropa[3,4]cyclopenta[1,2-c]pyrazol-1-yl}ethan-1-on CC1=C(C=CC=C1C)C1CCN(CC1)C(CN1N=C(C2=C1C[C@@H]1[C@H]2C1)C(=O)N1C[C@H]([C@H](CC1)O)F)=O